FC=1C=C(C(=O)NNC(=O)N2[C@@H](CCC2)C(=O)NC=2C=NC=CC2)C=CC1 (S)-1-(2-(3-fluorobenzoyl)hydrazinecarbonyl)-N-(pyridin-3-yl)pyrrolidine-2-carboxamide